O1CCN(CC1)C1=CC=C(C=C1)NC=1N=C(C2=C(N1)NC=C2)C2=CC=C(C(=O)NCC(F)(F)F)C=C2 4-(2-((4-Morpholinophenyl)amino)-7H-pyrrolo[2,3-d]pyrimidin-4-yl)-N-(2,2,2-trifluoro-ethyl)benzamide